Cl.FC=1C=C(C=CC1F)[C@@]1(CN2[C@H](CO1)CNCC2)O (3R,9aS)-3-(3,4-difluorophenyl)-4,6,7,8,9,9a-hexahydro-1H-pyrazino[2,1-c][1,4]oxazin-3-ol hydrochloride